Bis(2-pentylheptyl) 9-(3-(diethylamino)propyl)-5,13-dioxo-4,14-dipropyl-6,12-dioxa-4,9,14-triazaheptadecanedioate C(C)N(CCCN(CCOC(N(CCC(=O)OCC(CCCCC)CCCCC)CCC)=O)CCOC(N(CCC(=O)OCC(CCCCC)CCCCC)CCC)=O)CC